CN(C(=O)C=1N=C(OC1)C=1C(=C2C(=NC1)N(C=C2)COCC[Si](C)(C)C)N[C@H]2CN(CCC2)C(=O)OC(C)(C)C)C tert-butyl (R)-3-((5-(4-(dimethylcarbamoyl)oxazol-2-yl)-1-((2-(trimethylsilyl)ethoxy)methyl)-1H-pyrrolo[2,3-b]pyridin-4-yl)amino)piperidine-1-carboxylate